4-((11-(4-(4-amino-3-(4-phenoxyphenyl)-1H-pyrazolo[3,4-d]pyrimidin-1-yl)piperidin-1-yl)undecyl)thio)-2-(2,6-dioxopiperidin-3-yl)isoindoline-1,3-dione NC1=C2C(=NC=N1)N(N=C2C2=CC=C(C=C2)OC2=CC=CC=C2)C2CCN(CC2)CCCCCCCCCCCSC2=C1C(N(C(C1=CC=C2)=O)C2C(NC(CC2)=O)=O)=O